C(C)(C)(C)OC(=O)N1CCC2(C[C@@H]([C@@H]2O)[C@H]2N3C(C4=CC=CC=C24)=CN=C3)CC1 (1S,2R)-1-hydroxy-2-[(5R)-5H-imidazo[4,3-a]isoindol-5-yl]-7-azaspiro[3.5]nonane-7-carboxylic acid tert-butyl ester